C(C(=C)C)(=O)[O-].C(C)[N+](CCO)(CC)CC triethyl-(2-hydroxyethyl)ammonium methacrylate